CC1=C(C(=C(C=C1)[SiH]([O-])C1=C(C(=C(C=C1)C)C)C)C)C di(trimethylphenyl)silanolate